2-[4-(7-Azaspiro[3.5]nonan-2-ylsulfonyl)-2-methyl-anilino]-6-chloro-8-cyclopentyl-pyrido[2,3-d]pyrimidin-7-one C1C(CC12CCNCC2)S(=O)(=O)C2=CC(=C(NC=1N=CC3=C(N1)N(C(C(=C3)Cl)=O)C3CCCC3)C=C2)C